O1C2=C(OCC1)C=C(C=C2)C2N(CCC2)CC2=CC=C(C=C2)OCCS(=O)(=O)C 2-(2,3-dihydrobenzo[b][1,4]dioxin-6-yl)-1-(4-(2-(methylsulfonyl)ethoxy)benzyl)pyrrolidine